tert-Butyl (E)-4-(4-((4-(3-(2-cyano-4,4-dimethylpent-2-enamido)phenoxy)furo[3,2-d]pyrimidin-2-yl)amino)phenyl)piperazine-1-carboxylate C(#N)/C(/C(=O)NC=1C=C(OC=2C3=C(N=C(N2)NC2=CC=C(C=C2)N2CCN(CC2)C(=O)OC(C)(C)C)C=CO3)C=CC1)=C\C(C)(C)C